(S)-N1-(1-(3,5-bis(trifluoromethyl)benzyloxy)-3-p-tolylpropan-2-yl)-N2-(4-methylbenzyl)benzene-1,2-diamine FC(C=1C=C(COC[C@H](CC2=CC=C(C=C2)C)NC=2C(=CC=CC2)NCC2=CC=C(C=C2)C)C=C(C1)C(F)(F)F)(F)F